methyl 2-(1-((2-methyl-5-nitrophenyl)sulfonyl)piperidin-4-yl)acetate CC1=C(C=C(C=C1)[N+](=O)[O-])S(=O)(=O)N1CCC(CC1)CC(=O)OC